(R)-6-methyl-5-(8-methyl-[1,2,4]triazolo[1,5-a]pyridin-6-yl)-1-(1-propylpiperidin-3-yl)-1,3-dihydro-2H-benzo[d]imidazol-2-one CC=1C(=CC2=C(N(C(N2)=O)[C@H]2CN(CCC2)CCC)C1)C=1C=C(C=2N(C1)N=CN2)C